N,N-dimethylformamide hydrochloride Cl.CN(C=O)C